2-(hydroxymethyl)propan-2-aminium OCC(C)(C)[NH3+]